4-methylphenyl-(methyl)phosphinic acid CC1=CC=C(C=C1)P(O)(=O)C